N1-(1-(2-(trimethylsilyl)ethoxymethyl)-1H-Benzimidazol-2-ylmethyl)-N1-(5,6,7,8-tetrahydro-quinolin-8-yl)-butane-1,4-diamine C[Si](CCOCN1C(=NC2=C1C=CC=C2)CN(CCCCN)C2CCCC=1C=CC=NC21)(C)C